C(C)(C)(C)N(C(=O)OCCNCCN)[C@H]1CN(CCC1)CC 2-((2-aminoethyl)amino)ethanol (R)-tert-butyl-(1-ethylpiperidin-3-yl)carbamate